C(C)OC1=NC=CC=C1C1=CC(=C2C(=N1)C(=NN2C(C)C)C)NCC=2SC=C(C2)C 5-(2-ethoxy-3-pyridinyl)-1-isopropyl-3-methyl-N-[(4-methyl-2-thienyl)methyl]pyrazolo[4,3-b]pyridin-7-amine